CC1(OC2=CC=CC=C2[C@@H](C1)NC(=O)[C@H]1[C@@H](C1)C(CCOC)N1C(N[C@](CC1=O)(C)CC)=[NH2+])C [(4R)-1-[1-[(1R,2R)-2-[[(4R)-2,2-dimethylchroman-4-yl]carbamoyl]cyclopropyl]-3-methoxy-propyl]-4-ethyl-4-methyl-6-oxo-hexahydropyrimidin-2-ylidene]ammonium